COC=1C=C2C(CN(C2=CC1OC)N=O)O 5,6-dimethoxy-1-nitrosoindolin-3-ol